NCCC=1C=NC(=NC1)C1=C(C=C(C#N)C=C1)OC=1N(N=C(C1F)C1CC1)C 4-[5-(2-aminoethyl)pyrimidin-2-yl]-3-(5-cyclopropyl-4-fluoro-2-methylpyrazol-3-yl)oxybenzonitrile